2-(2,7-dimethylindazol-5-yl)-7-fluoro-5-(4-piperidinyl)indazole CN1N=C2C(=CC(=CC2=C1)N1N=C2C(=CC(=CC2=C1)C1CCNCC1)F)C